C(C)OC(CCC(=O)C1=NC(=CC=C1O)CC1=C(C=C(C=C1Cl)Cl)Cl)=O 4-[3-Hydroxy-6-(2,4,6-trichloro-benzyl)-pyridin-2-yl]-4-oxo-butyric acid ethyl ester